OCCNC(C1=CC(=CC(=C1)O)O)=O N-(2-hydroxyethyl)-3,5-dihydroxybenzamide